2-(4-(dimethylamino)styryl)oxazol-5(4H)-one CN(C1=CC=C(C=CC=2OC(CN2)=O)C=C1)C